4-(Imidazo[2,1-b]thiazol-6-yl)benzonitrile S1C=2N(C=C1)C=C(N2)C2=CC=C(C#N)C=C2